C(C)(=O)OC1=CN(C=2N=NC(=CC21)Cl)[C@H]2CN(CCC2)C(=O)OC(C)(C)C tert-butyl (3R)-3-[5-(acetyloxy)-3-chloro-7H-pyrrolo[2,3-c]pyridazin-7-yl]piperidine-1-carboxylate